C(C)[Si](OC)(CC)CCCSSSSCCC[Si](OC)(CC)CC bis(diethylmethoxysilylpropyl) tetrasulfide